C[Si](CCOCN1C=NC2=C1C=CC=C2CC#N)(C)C 2-[1-(2-trimethylsilylethoxymethyl)benzimidazol-4-yl]acetonitrile